p-hydroxyisopropylbenzene OC1=CC=C(C=C1)C(C)C